1-(3-ethylimidazol-4-yl)methylamine dihydrochloride Cl.Cl.C(C)N1C=NC=C1CN